4-([1,1'-biphenyl]-4-yl)naphthalene-1,2-diamine C1(=CC=C(C=C1)C=1C=C(C(=C2C=CC=CC12)N)N)C1=CC=CC=C1